tert-Butyl (6-(hydroxymethyl)-1-methylpiperidin-3-yl)carbamate OCC1CCC(CN1C)NC(OC(C)(C)C)=O